FC1=CC=C(C=C1)C(=O)C1=CC(=C(C=C1)N)N (3,4-diaminophenyl) (4-fluorophenyl) ketone